[Br-].CC1=C(C(=CC(=C1)C)C)N1C=NC=C1 1-(2,4,6-trimethylphenyl)-imidazole bromide